C#CCC[C@H](CCCCC)O (S)-1-decyn-5-ol